C1(=NC=CC2=CC=CC=C12)N1[C@@H](C=2N(CC1)C(=NN2)C2=NC(=NS2)C)C (R)-5-(7-(isoquinolin-1-yl)-8-methyl-5,6,7,8-tetrahydro-[1,2,4]triazolo[4,3-a]pyrazin-3-yl)-3-methyl-1,2,4-thiadiazole